bis(4-(9H-3,9'-bicarbazol-9-yl)phenyl)methanone benzyl-((3-((hydroxyimino)methyl)-1-(1-(cis-4-isopropylcyclohexyl)piperidin-4-yl)-1H-pyrrolo[2,3-b]pyridin-2-yl)methyl)carbamate C(C1=CC=CC=C1)N(C(O)=O)CC1=C(C=2C(=NC=CC2)N1C1CCN(CC1)[C@@H]1CC[C@@H](CC1)C(C)C)C=NO.C1=CC(=CC=2C3=CC=CC=C3N(C12)C1=CC=C(C=C1)C(=O)C1=CC=C(C=C1)N1C2=CC=CC=C2C=2C=C(C=CC12)N1C2=CC=CC=C2C=2C=CC=CC12)N1C2=CC=CC=C2C=2C=CC=CC12